CC=1C=C(C=CC1O)C(CCCCCCCCCCCCCCCCCCCCCCC)C1=CC(=C(C=C1)O)C 1,1-bis(3-methyl-4-hydroxyphenyl)tetracosane